C(C1=CC=CC=C1)OC1=C(C=CC=C1F)B(O)O (2-(Benzyloxy)-3-fluorophenyl)boronic acid